N4-(5-((1R)-1-(6-fluoro-2-azaspiro[3.3]heptan-2-yl)ethyl)pyridin-2-yl)-N6-(3-(methylsulfonyl)pyridin-2-yl)pyrimidine-4,6-diamine FC1CC2(CN(C2)[C@H](C)C=2C=CC(=NC2)NC2=NC=NC(=C2)NC2=NC=CC=C2S(=O)(=O)C)C1